FC1=C(OC2=CC=C(C=C2)CCCC(=O)NC2=CC=C(C=C2)O)C=CC=C1 4-(4-(2-fluorophenoxy)phenyl)-N-(4-hydroxyphenyl)butanamide